Cl.C(C)OCC1(CCN(CC1)CC1=CC=C(C=C1)NC(C)=O)CCC1=CC=C(C=C1)O N-(4-((4-(ethoxymethyl)-4-(4-hydroxy-phenethyl)piperidin-1-yl)methyl)phenyl)acetamide HCl